C(CCCCCCCCCCCCCCCCC)C(C(C(=O)[O-])(C(C)(C)C)C(C)(C)C)C1=CC=C(C=C1)O octadecyldi-tert-butyl-4-hydroxyhydrocinnamate